6-{[(3S)-3-methylpiperidin-1-yl]methyl}-4-(trifluoromethyl)-2,3-dihydroisoindol-1-one C[C@@H]1CN(CCC1)CC1=CC(=C2CNC(C2=C1)=O)C(F)(F)F